5-(2-methyl-1,3-oxazol-5-yl)-2-(3-{3-[(prop-2-yl)amino]pyrrolidin-1-yl}-1,2,4-triazin-6-yl)phenol hydrochloride Cl.CC=1OC(=CN1)C=1C=CC(=C(C1)O)C1=CN=C(N=N1)N1CC(CC1)NC(C)C